C(C)OC(=O)C1CC=2C(=NNC2C)C1=O 3-methyl-6-oxo-2H,4H,5H,6H-cyclopenta[c]pyrazole-5-carboxylic acid ethyl ester